[2-chloro-4-[[3-[3-(trifluoromethyl)-1H-pyrazol-4-yl]imidazo[1,2-a]pyrazin-8-yl]amino]phenyl]-[(3S)-3-methylpiperazin-1-yl]methanone ClC1=C(C=CC(=C1)NC=1C=2N(C=CN1)C(=CN2)C=2C(=NNC2)C(F)(F)F)C(=O)N2C[C@@H](NCC2)C